FC1=C(C=CC(=C1)[N+](=O)[O-])N1CCC2(CN(C2)C2CCN(CC2)NC(OC(C)(C)C)=O)CC1 tert-butyl (4-(7-(2-fluoro-4-nitrophenyl)-2,7-diazaspiro[3.5]nonan-2-yl)piperidin-1-yl)carbamate